2-(3,4-difluoro-2-methyl-phenoxy)-5-methyl-3-(4,4,5,5-tetramethyl-1,3,2-dioxaborolan-2-yl)-6-(trifluoromethyl)pyridine FC=1C(=C(OC2=NC(=C(C=C2B2OC(C(O2)(C)C)(C)C)C)C(F)(F)F)C=CC1F)C